C1=C(C=CC2=CC=CC=C12)OC β-naphthylmethyl ether